NC1=NC=2C=CC=CC2C2=C1NCN2CC2=CC=C(C=C2)CN2CCCC2 4-Amino-1-(4-(pyrrolidin-1-ylmethyl)benzyl)-1,3-dihydro-2H-imidazo[4,5-c]quinoline